(((S)-oxetan-2-yl)methyl)-1H-benzo[d]imidazole-6-carboxylic acid O1[C@@H](CC1)CN1C=NC2=C1C=C(C=C2)C(=O)O